tri-(heptyl)phosphine C(CCCCCC)P(CCCCCCC)CCCCCCC